FC1=CC(=C(C=C1[N+](=O)[O-])C=1C(=NC(=NC1)N)C1=C2N(C3=CC=CC=C13)CCCC2)OC (4-fluoro-2-methoxy-5-nitrophenyl)-4-(6,7,8,9-tetrahydropyrido[1,2-a]indol-10-yl)-pyrimidin-2-amine